C(C)(C)(C)OC(=O)N(C1=CN=CC(=N1)C=1N=C(C=2N(C1)C=CN2)N(C(OC(C)(C)C)=O)C2=CC=C(C=C2)N(C)CCNC(=O)OC(C)(C)C)C(=O)OC(C)(C)C tert-butyl N-[6-[6-[bis(tert-butoxycarbonyl)amino]pyrazin-2-yl]imidazo[1,2-a]pyrazin-8-yl]-N-[4-[2-(tert-butoxycarbonylamino)ethyl-methyl-amino]phenyl]carbamate